7α-methoxy-3-(5-tetrazolyl)thiomethyl-1-oxa-3-cephem-4-carboxylic acid CO[C@@H]1[C@@H]2N(C(=C(CO2)CSC2=NN=NN2)C(=O)O)C1=O